1-(6-(2-(3-(1H-pyrazol-4-yl)benzoylamino)-1-phenyl-1H-imidazol-4-yl)hexyl)piperidine 1-oxide N1N=CC(=C1)C=1C=C(C(=O)NC=2N(C=C(N2)CCCCCC[N+]2(CCCCC2)[O-])C2=CC=CC=C2)C=CC1